3-ethynylpyridin-2(1H)-one C(#C)C=1C(NC=CC1)=O